5-Oxo-4-(4-trifluoromethylbenzyl)-4,5,8,9-tetrahydrothieno[3,4-c][2,7]naphthyridine O=C1N(C=2C(C=3CCN=CC13)=CSC2)CC2=CC=C(C=C2)C(F)(F)F